tert-butyl 7-(3-((1-(4-(((S)-1-(tert-butoxycarbonyl)pyrrolidin-3-yl)oxy)-3-cyclohexylbenzoyl)piperidin-4-yl)oxy)-5-fluorophenyl)-2,7-diazaspiro[4.4]nonane-2-carboxylate C(C)(C)(C)OC(=O)N1C[C@H](CC1)OC1=C(C=C(C(=O)N2CCC(CC2)OC=2C=C(C=C(C2)F)N2CC3(CCN(C3)C(=O)OC(C)(C)C)CC2)C=C1)C1CCCCC1